4-(6-amino-1-(3-methyl-4-nitrobenzyl)-1H-pyrazolo[3,4-d]pyrimidin-4-yl)picolinonitrile NC1=NC(=C2C(=N1)N(N=C2)CC2=CC(=C(C=C2)[N+](=O)[O-])C)C2=CC(=NC=C2)C#N